1-(3-nitrophenyl)-2-oxopyrrolidine-3-carboxylic acid [N+](=O)([O-])C=1C=C(C=CC1)N1C(C(CC1)C(=O)O)=O